O=C=C=C ketoallene